N-(3-chloro-4-fluorophenyl)-N-{4-[2-(2-chlorophenyl)acetamido]pyridin-2-yl}acetamide ClC=1C=C(C=CC1F)N(C(C)=O)C1=NC=CC(=C1)NC(CC1=C(C=CC=C1)Cl)=O